Cl.N[C@H]1C=CCC1(F)F (S)-3-amino-4,4-difluorocyclopent-1-ene hydrochloride